tert-butyl ((1-(5-carbamoyl-4-((triisopropylsilyl)ethynyl)-1H-pyrrolo[2,3-b]pyridin-2-yl)cyclopropyl) Methyl)aminocarboxylate C(N)(=O)C=1C(=C2C(=NC1)NC(=C2)C2(CC2)CNC(=O)OC(C)(C)C)C#C[Si](C(C)C)(C(C)C)C(C)C